N1=C(C=CC=C1)C1N(CCCC1)N pyridyl-piperidineamine